1-(5-carboxypentyl)-2-((E)-3-((E)-1-(5-carboxypentyl)-3,3-dimethyl-5-sulfoindolin-2-ylidene)prop-1-en-1-yl)-3,3-dimethyl-5-sulfo-3H-indol-1-ium C(=O)(O)CCCCC[N+]1=C(C(C2=CC(=CC=C12)S(=O)(=O)O)(C)C)\C=C\C=C/1\N(C2=CC=C(C=C2C1(C)C)S(=O)(=O)O)CCCCCC(=O)O